N-α-hydroxy-butanoyl-ethanolamine OC(C(CC)NCCO)=O